C(C)C(CCC(COC1=NC=NC(=N1)OCC(CCC(CCCC)CC)O)O)CCCC 2,4-bis(2-ethylhexyl-2-hydroxypropoxy)-1,3,5-triazine